2-fluoro-1,3,2-dioxaphospholane-2-oxide FP1(OCCO1)=O